C1(=CC=CC=C1)C=1C2=CC=CC=C2C(=C2C=CC(=CC12)C1=CC=C(C=C1)N(C1=CC=C(C=C1)N(C1=CC=CC=C1)C1=CC=CC=C1)C1=CC=CC=C1)C1=CC=CC=C1 [4-(9,10-diphenyl-2-anthryl)phenyl]-N,N'-triphenyl-1,4-phenylenediamine